C1(CC1)CNC=1N=CC2=C(N(C(C=3C=C(C=CC23)CN2CCC(CC2)C#N)=O)[C@@H]2CC[C@H](CC2)O)N1 trans-1-((3-((Cyclopropylmethyl)amino)-5-(4-hydroxycyclohexyl)-6-oxo-5,6-dihydropyrimido[4,5-c]isoquinolin-8-yl)methyl)piperidine-4-carbonitrile